N[C@H]1CS(C2=C(N(C1=O)CC1=CC=C(C=C1)Cl)C=C(C(=C2)F)C2=NOC(=N2)NC2CCC2)(=O)=O (3R)-3-amino-5-[(4-chlorophenyl)methyl]-7-[5-(cyclobutylamino)-1,2,4-oxadiazol-3-yl]-8-fluoro-1,1-dioxo-2,3-dihydro-1lambda6,5-benzothiazepin-4-one